C1(CC1)C1=CC=CC(=N1)NC(C1=C(C=C(C=C1)S(=O)(=O)C)N1CCC2(CC2)CC1)=O N-(6-Cyclopropylpyridin-2-yl)-4-(methylsulfonyl)-2-(6-azaspiro[2.5]octan-6-yl)benzamide